(R)-3-(5-chloro-2-fluorophenyl)-5-(methylamino)-5-oxopentanoic acid ClC=1C=CC(=C(C1)[C@@H](CC(=O)O)CC(=O)NC)F